2-[4-benzyl-1-(3-hydroxybenzyl)-1H-imidazol-5-yl]Acetamide C(C1=CC=CC=C1)C=1N=CN(C1CC(=O)N)CC1=CC(=CC=C1)O